C1(CC1)(CO)CO 1-cyclopropandimethanol